ClC=1C=C(C=CC1OC)C1=CC(=NC=N1)C(=O)O 6-(3-chloro-4-methoxyphenyl)pyrimidine-4-carboxylic acid